N-cyclopropyl-2-(difluoromethoxy)-6-methoxy-4-[7-[[1-(2,2,2-trifluoroethyl)-2-piperidyl]methoxy]imidazo[1,2-a]pyridin-3-yl]benzamide C1(CC1)NC(C1=C(C=C(C=C1OC)C1=CN=C2N1C=CC(=C2)OCC2N(CCCC2)CC(F)(F)F)OC(F)F)=O